NC1=C(C(=NN1[C@H]1C[C@H](CCC1)N(C(OC(C)(C)C)=O)C)C1=CC=C(C=C1)CNC(C1=C(C=CC(=C1)F)OC)=O)C#N cis-tert-butyl (3-(5-amino-4-cyano-3-(4-((5-fluoro-2-methoxybenzamido)methyl)phenyl)-1H-pyrazol-1-yl)cyclohexyl)(methyl)carbamate